C(C)(=O)NC1=C(C2=C(CN(CC2)C(=O)OC(C)(C)C)S1)C=1SC2=C(N1)C=C(C=C2)F tert-butyl 2-acetamido-3-(5-fluorobenzo[d]thiazol-2-yl)-4,7-dihydrothieno[2,3-c]pyridine-6(5H)-carboxylate